8Z-Heptadecene CCCCCCCC/C=C\CCCCCCC